N-Benzyl-2-chloro-N-(1-(4-nitrophenyl)-2-oxo-2-(phenethylamino)ethyl)-acetamide C(C1=CC=CC=C1)N(C(CCl)=O)C(C(NCCC1=CC=CC=C1)=O)C1=CC=C(C=C1)[N+](=O)[O-]